FC=1C=C(C=CC1F)N1C(CCCC12CCNCC2)=O 3,4-difluorophenyl-1,9-diazaspiro[5.5]undecane-2-one